COC1=NC2=CC=CC(=C2C=N1)N1CCC2(CCN2C(=O)OC(C)(C)C)CC1 tert-butyl 7-(2-methoxyquinazolin-5-yl)-1,7-diazaspiro[3.5]nonane-1-carboxylate